Methyl 3-(3-(1-(2-(3-((4-(acetamidomethyl)-1H-indol-5-yl)oxy)phenyl)-1H-imidazol-5-yl)-1-hydroxyethyl)phenyl)propanoate C(C)(=O)NCC1=C2C=CNC2=CC=C1OC=1C=C(C=CC1)C=1NC(=CN1)C(C)(O)C=1C=C(C=CC1)CCC(=O)OC